copper dimethyldithiocarbamate salt CN(C([S-])=S)C.[Cu+2].CN(C([S-])=S)C